The molecule is a dipeptide zwitterion obtained by transfer of a proton from the carboxy to the amino terminus of His-Ala. Major species at pH 7.3. It has a role as a metabolite. It is a tautomer of a His-Ala. C[C@@H](C(=O)[O-])NC(=O)[C@H](CC1=CN=CN1)[NH3+]